NC1=NC=CC=C1C1=NC=2C(=NC(=CC2)C2=CC=CC=C2)N1C1=CC=C(CN2CCN(C3(CC3)C2)C2=NC(=NC=N2)C#N)C=C1 4-(7-(4-(2-(2-aminopyridin-3-yl)-5-phenyl-3H-imidazo[4,5-b]pyridin-3-yl)benzyl)-4,7-diazaspiro[2.5]octan-4-yl)-1,3,5-triazine-2-carbonitrile